tetradecyl-ethylene glycol diacrylate C(C=C)(=O)OC(COC(C=C)=O)CCCCCCCCCCCCCC